N[C@H](C(=O)[O-])C(C)(C)C (L)-2-amino-3,3-dimethylbutyrate